4-acrylamidocyclohexyl (4-benzoylphenyl) carbonate C(OC1CCC(CC1)NC(C=C)=O)(OC1=CC=C(C=C1)C(C1=CC=CC=C1)=O)=O